4,6-dibromo-5-[1-hydroxy-3,6,9-trioxonon-9-yl]-1H-indol-3-yl β-D-glucopyranoside O([C@H]1[C@H](O)[C@@H](O)[C@H](O)[C@H](O1)CO)C1=CNC2=CC(=C(C(=C12)Br)C(CCC(CCC(CCO)=O)=O)=O)Br